rac-(3R,5R)-3-amino-5-(2-boronoethyl)tetrahydro-2H-pyran-3-carboxylic acid hydrochloride Cl.N[C@]1(COC[C@@H](C1)CCB(O)O)C(=O)O |r|